CCCCCCCCCCCCCCCCCCC(=O)O[C@H](CO/C=C\CCCCCCCCCCCCCCCC)COP(=O)(O)OC[C@@H](C(=O)O)N 1-(1Z-octadecenyl)-2-nonadecanoyl-glycero-3-phosphoserine